2-[2-[2-(Furan-2-yl)-1,3-dithiol-4-yl]ethylsulfanyl]ethanethiol O1C(=CC=C1)C1SC=C(S1)CCSCCS